2-(2-amino-3-bromo-7-quinolinyl)ethyl-5-(7-amino-4H-imidazo[4,5-b]pyridin-4-yl)-1,2-cyclopentanediol NC1=NC2=CC(=CC=C2C=C1Br)CCC1(C(CCC1N1C=2C(=C(C=C1)N)N=CN2)O)O